4-(1-ethoxy-3-methoxy-1-oxopropan-2-yl)pyrrolidine-1-carboxylate C(C)OC(C(COC)C1CCN(C1)C(=O)[O-])=O